4-amino-2-methoxy-N,N-dimethylbenzenesulfonamide NC1=CC(=C(C=C1)S(=O)(=O)N(C)C)OC